CC1CCCCC(=O)O1 ε-methylcaprolactone